ClC(CCCCCCCCCCC)OC(CC(C)C)=O.[I-].C(CCCCC)OC=1C(=NSN1)C1=CCC[N+](C1)(C(CCCCCCCCCCC)OC(CC(C)C)=O)C 5-(4-(hexyloxy)-1,2,5-thiadiazol-3-yl)-1-methyl-1-(1-((3-methylbutanoyl)oxy)dodecyl)-1,2,3,6-tetrahydropyridin-1-ium iodide 1-Chlorododecyl-3-methylbutanoate